C([C@H](O)C(C)(C)CO)(=O)NCCSSCCNC([C@H](O)C(C)(C)CO)=O bis-(N-pantoyl-β-aminoethyl) disulfide